(R)-1-(2-(benzylamino)-2-oxoethyl)-1-(2-((2-((6-((tert-butoxycarbonyl)amino)-1-methoxy-1-oxohexan-2-yl)carbamoyl)-4-methylthiophen-3-yl)amino)-2-oxoethyl)azepan-1-ium C(C1=CC=CC=C1)NC(C[N+]1(CCCCCC1)CC(=O)NC1=C(SC=C1C)C(N[C@@H](C(=O)OC)CCCCNC(=O)OC(C)(C)C)=O)=O